2-[2-fluoro-3-[1-[4-fluoro-3-[4-fluoro-3-[(6-fluoro-4-methylsulfonyl-1H-indol-5-yl)oxy]phenyl]pyrazol-1-yl]ethyl]phenyl]acetic acid FC1=C(C=CC=C1C(C)N1N=C(C(=C1)F)C1=CC(=C(C=C1)F)OC=1C(=C2C=CNC2=CC1F)S(=O)(=O)C)CC(=O)O